(2-(8-methoxynaphthalen-1-yl)ethyl)-N-methylpropan-1-amine COC=1C=CC=C2C=CC=C(C12)CCC(CC)NC